1-Bromo-3-hydroxynaphthalene BrC1=CC(=CC2=CC=CC=C12)O